nickel (II) 2-ethylhexanoate C(C)C(C(=O)[O-])CCCC.[Ni+2].C(C)C(C(=O)[O-])CCCC